phthalimidosulfone C1(C=2C(C(N1S(=O)(=O)N1C(C=3C(C1=O)=CC=CC3)=O)=O)=CC=CC2)=O